aluminum triisopropoxide CC([O-])C.CC([O-])C.CC([O-])C.[Al+3]